Cl.FC(C=1C=CC(=NC1)CN)(F)F 5-(trifluoromethyl)-2-pyridinemethanamine hydrochloride